(1aR,7bS)-2-hydroxy-5-{[1-(2-methyl-D-seryl)azetidin-3-yl]oxy}-1,1a,2,7b-tetrahydrocyclopropa[c][1,2]benzoxaborinine-4-carboxylic acid OB1OC2=C([C@@H]3[C@H]1C3)C=CC(=C2C(=O)O)OC2CN(C2)C([C@](N)(CO)C)=O